FC=1C=C2C(C(=C(N3C2=C(C1)CC3=COC3OCCCC3)CO)I)=O 8-fluoro-4-(hydroxymethyl)-5-iodo-2-(((tetrahydro-2H-pyran-2-yl)oxy)methylene)-1,2-dihydro-6H-pyrrolo[3,2,1-ij]quinolin-6-one